(1S,2S)-N-(6-(6,7-difluoro-5-(methylthio)-1H-indazol-4-yl)imidazo[1,2-a]pyrazin-2-yl)-2-fluorocyclopropane-1-carboxamide FC1=C(C(=C2C=NNC2=C1F)C=1N=CC=2N(C1)C=C(N2)NC(=O)[C@H]2[C@H](C2)F)SC